(S)-quinuclidin-3-yl (6-methoxy-5-(2-methoxypyridin-4-yl)-2,2-dimethyl-2,3-dihydro-1H-inden-1-yl)carbamat COC1=C(C=C2CC(C(C2=C1)NC(O[C@@H]1CN2CCC1CC2)=O)(C)C)C2=CC(=NC=C2)OC